ClC1=CC2=C(C(=N1)N1CCC3(COC3)CC1)C(N(C2)[C@@H](C)C2CC2)=O (S)-6-chloro-2-(1-cyclopropylethyl)-4-(2-oxa-7-azaspiro[3.5]non-7-yl)-1,2-dihydro-3H-pyrrolo[3,4-c]pyridin-3-one